2,3-dimethylphenylmaleimide CC1=C(C=CC=C1C)C=1C(=O)NC(C1)=O